(2-((6-(1H-pyrazol-4-yl)benzo[d]thiazol-2-yl)amino)pyridin-4-yl)methanol N1N=CC(=C1)C1=CC2=C(N=C(S2)NC2=NC=CC(=C2)CO)C=C1